(5-chloro-3-(methylthio)naphthalen-2-yl)boron ClC1=C2C=C(C(=CC2=CC=C1)[B])SC